ClC=1C=C2CC(CC2=CC1Cl)O 5,6-dichloro-2,3-dihydro-1H-inden-2-ol